N-allyl-3-(2-chlorophenyl)acrylamide C(C=C)NC(C=CC1=C(C=CC=C1)Cl)=O